tert-Butyl allyl(2-bromo-6-chlorophenethyl)carbamate C(C=C)N(C(OC(C)(C)C)=O)CCC1=C(C=CC=C1Cl)Br